ClC1=CC=C2C(=N1)C(=CS2)C2=CC(=NC=C2)N(C)C 4-(5-chlorothieno[3,2-b]pyridin-3-yl)-N,N-dimethylpyridin-2-amine